N[C@H]1COC2=CC=C(C=C2C1)C#N (R)-3-aminochroman-6-carbonitrile